C(C)(=O)O[C@H]1N(CC(C1)C1=CC(=C(C=C1)OC(F)F)OCC1CC1)C(C)=O ((2R,2S)-1-acetyl-4-(3-(cyclopropylmethoxy)-4-(difluoromethoxy) phenyl) pyrrolidin-2-yl) acetate